FC(C1=CC=C2C(=N1)NC=C2S(=O)(=O)NC2=NC(=C(C(=N2)OC)OCCF)OC)F 6-(difluoromethyl)-N-[5-(2-fluoroethoxy)-4,6-dimethoxy-pyrimidin-2-yl]-1H-pyrrolo[2,3-b]pyridine-3-sulfonic acid amide